CC(CN1N=C(N=N1)C1=CC=C(C=C1)C(=O)N1CCN(CC1)C=1OC=2C(=NC(=CC2)C)N1)(C)C [4-[2-(2,2-Dimethylpropyl)tetrazol-5-yl]phenyl]-[4-(5-methyloxazolo[4,5-b]pyridin-2-yl)piperazin-1-yl]methanon